C1=CC=CC=2C3=CC=CC=C3C(C12)CN(C([O-])=O)CC(NCC(N[C@H](C(NCC(NCOCC1=CC=C(C=C1)COC1=CC=C(C=C1)N)=O)=O)CC1=CC=CC=C1)=O)=O.OCC[NH+](CCO)CCO Tri(2-hydroxyethyl)ammonium (9H-fluoren-9-yl)methyl-(S)-(1-(4-((4-aminophenoxy)methyl)phenyl)-9-benzyl-5,8,11,14-tetraoxo-2-oxa-4,7,10,13-tetraazapentadecan-15-yl)carbamate